(S)-6-(5-amino-5,7-dihydrospiro[cyclopenta[b]pyridine-6,4'-piperidin]-1'-yl)-3-(2-(trifluoromethyl)pyridin-3-yl)-1H-pyrazolo[3,4-d]pyrimidine-4-carboxamide N[C@@H]1C=2C(=NC=CC2)CC12CCN(CC2)C2=NC(=C1C(=N2)NN=C1C=1C(=NC=CC1)C(F)(F)F)C(=O)N